FC(C1=C(C=CC(=C1)C(F)(F)F)CC(=O)O)(F)F 2,4-bis(trifluoromethyl)phenylacetic acid